(1R,9S)-9-ethyl-5-fluoro-9-hydroxy-1-(3-hydroxypropyl)-4-methyl-1,2,3,9,12,15-hexahydro-10H,13H-benzo[de]pyrano[3',4':6,7]indolizino[1,2-b]quinoline-10,13-dione C(C)[C@]1(C(OCC=2C(N3CC=4C(=NC=5C=C(C(=C6C5C4[C@H](CC6)CCCO)C)F)C3=CC21)=O)=O)O